COC=1C=C(C=C2CN(CC(C2=O)C2=CC=NC=C2)C)C=C(C1)OC 3-(3,5-dimethoxybenzylidene)-5-(4-pyridinyl)-N-methyl-4-piperidone